3-(3-(2-phenoxyphenyl)acryloyl)-4-phenyl-Oxazolidin-2-one O(C1=CC=CC=C1)C1=C(C=CC=C1)C=CC(=O)N1C(OCC1C1=CC=CC=C1)=O